(3S,4R)-4-((4-chloro-5-fluoropyrimidin-2-yl)amino)tetrahydro-2H-pyran-3-yl acetate C(C)(=O)O[C@@H]1COCC[C@H]1NC1=NC=C(C(=N1)Cl)F